calcium-silver [Ag].[Ca]